dimethyl-aminoethyl-amide behenate C(CCCCCCCCCCCCCCCCCCCCC)(=O)[O-].CC(C[NH-])(N)C